[N+](=O)([O-])CC(=O)[O-].[K+].[K+].[N+](=O)([O-])CC(=O)[O-] Dipotassium Nitroacetate